C(CC)NCCCCN N'-propylbutane-1,4-diamine